1,4-di(4'-vinylphenoxy)butane C(=C)C1=CC=C(OCCCCOC2=CC=C(C=C2)C=C)C=C1